4-Methoxy-N-prop-2-ynyl-benzenesulfonamide COC1=CC=C(C=C1)S(=O)(=O)NCC#C